NC(C(C(=O)OC)(C)C)C=1C=NC(=CC1)OC methyl 3-amino-3-(6-methoxypyridin-3-yl)-2,2-dimethylpropanoate